5-{5-[(5-hydroxypyridin-2-yl)methoxy]-1,3-benzoxazol-2-yl}-N-methylpyridin-2-carboxamide OC=1C=CC(=NC1)COC=1C=CC2=C(N=C(O2)C=2C=CC(=NC2)C(=O)NC)C1